O=C1N(CCN(C1)C1CCNCC1)C1C(NC(CC1)=O)=O 3-[2-oxo-4-(4-piperidyl)piperazin-1-yl]piperidine-2,6-dione